O1C(=NC2=C1C=CC=C2)C2=C(C(N(C(=N2)N(C)C(C2=CC=CC=C2)C2=CC(=CC=C2)Br)C)=O)OC (1,3-benzoxazol-2-yl)-2-{[(3-bromophenyl)(phenyl)methyl](methyl)amino}-5-methoxy-3-methyl-3,4-dihydropyrimidin-4-one